2-methyl-4-(trifluoromethoxy)phenylboronic acid CC1=C(C=CC(=C1)OC(F)(F)F)B(O)O